BrC=1C=C2C(=C(C=NC2=CC1F)[N+](=O)[O-])C1(CC(C1)C1=CC=C(C=C1)F)C(=O)OC Methyl 1-(6-bromo-7-fluoro-3-nitroquinolin-4-yl)-3-(4-fluorophenyl)cyclobutane-1-carboxylate